2-(3-{2-amino-6-[4-(pyrrolidin-1-ylmethyl)phenyl]-7H-pyrrolo[2,3-d]pyrimidin-4-yl}-2-(hydroxymethyl)phenyl)-6-cyclopropyl-8-fluoroisoquinolin-1(2H)-one NC=1N=C(C2=C(N1)NC(=C2)C2=CC=C(C=C2)CN2CCCC2)C=2C(=C(C=CC2)N2C(C1=C(C=C(C=C1C=C2)C2CC2)F)=O)CO